4-((2-((tert-Butoxycarbonyl)amino)ethyl)amino)piperidine-1-carboxylic acid phenylmethyl ester C1(=CC=CC=C1)COC(=O)N1CCC(CC1)NCCNC(=O)OC(C)(C)C